2-(2,6-Diisopropylphenyl)-9-(dimethylamino)imidazo[1,5-a]quinolin-3-ylidenegold(I) chloride C(C)(C)C1=C(C(=CC=C1)C(C)C)N1CN2C(C=CC3=CC=CC(=C23)N(C)C)C1=[Au-2]Cl